4,4,5,5-tetramethyl-2-(5'-phenyl-[1,1':2',1''-terphenyl]-4'-yl-2,3,4,5,6-d5)-1,3,2-dioxaborolane CC1(OB(OC1(C)C)C=1C=C(C(=CC1C1=CC=CC=C1)C1=C(C(=C(C(=C1[2H])[2H])[2H])[2H])[2H])C1=CC=CC=C1)C